C(C)(C)(C)OC(=O)N1CC(=CC1)C=1C(=NC(=NC1)NC=1C=NN(C1)C)NC1=C(C=CC(=C1)[N+](=O)[O-])F 3-{4-[(2-fluoro-5-nitrophenyl)amino]-2-[(1-methyl-1H-pyrazol-4-yl)amino]pyrimidin-5-yl}-2,5-dihydro-1H-pyrrole-1-carboxylic acid tert-butyl ester